5-[[4-[(3-Amino-3-imino-2-methyl-propanoyl)amino]-3-fluorophenyl]sulfonyl-amino]thiazol NC(C(C(=O)NC1=C(C=C(C=C1)S(=O)(=O)NC1=CN=CS1)F)C)=N